C(C(C)C)C=1C(=CC(=C(C1)N1CCN(CC1)CC=1SC2=C(N1)C=CC=C2)C=2N=NNN2)C 2-[[4-[5-isobutyl-4-methyl-2-(2H-tetrazol-5-yl)phenyl]piperazin-1-yl]-methyl]-1,3-benzo-thiazole